CN([C@@H]1C(=C(C([C@]2(C(=C3C(C4=C(C(=CC(=C4C[C@H]3C[C@@H]12)F)NC(CN1CCCC1)=O)O)=O)O)O)=O)C(=O)N)O)C (4S,4aS,5aR,12aS)-4-(dimethylamino)-7-fluoro-3,10,12,12a-tetrahydroxy-1,11-dioxo-9-[2-(pyrrolidin-1-yl)acetylamino]-1,4,4a,5,5a,6,11,12a-octahydrotetracene-2-carboxamide